(3-(dimethylamino)propyl)acrylamide CN(CCCC(C(=O)N)=C)C